4-(3-chloro-5-(2,4,6-trifluorophenyl)-6H-pyrazolo[1,5-a]pyrido[3,4-f][1,3,5]triazepin-9-yl)morpholine ClC=1C=NN2C1N=C(NC1=C2C=C(N=C1)N1CCOCC1)C1=C(C=C(C=C1F)F)F